FC(CN(CCC(C(=O)O)NC(=O)C1=NC=CC=C1)CCCCC1=NC=2NCCCC2C=C1)COC 4-[[2-fluoro-3-methoxy-propyl]-[4-(5,6,7,8-tetrahydro-1,8-naphthyridin-2-yl)butyl]amino]-2-(pyridine-2-carbonylamino)butanoic acid